4-hydroxyphenylpropane OC1=CC=C(C=C1)CCC